(R)-tert-butyl 3-formylpiperidine-1-carboxylate C(=O)[C@H]1CN(CCC1)C(=O)OC(C)(C)C